CNC(CC)S(=O)(=O)O (methylamino)propane-1-sulfonic acid